C(#N)C=1C=NC=CC1B(O)O (3-cyano-4-pyridyl)boronic acid